C(CCC)[N+]1(C(C=CC=C1)C#N)C#N 1-butylpyridiniumdinitrile